FC(C1(CC1)N1C=C(C(=CC1=O)NC1CCN(CC1)C)C(=O)N[C@H](C)C1=CC(=C(C=C1)F)C(F)(F)F)F (R)-1-(1-(difluoromethyl)cyclopropyl)-N-(1-(4-fluoro-3-(trifluoromethyl)phenyl)ethyl)-4-((1-methylpiperidin-4-yl)amino)-6-oxo-1,6-dihydropyridine-3-carboxamide